FC(CN1C(=NC=2C1=NC(=CC2)C2=CNC=1N=C(N=CC12)NC1CCC(CC1)(O)CC)C)F (1s,4s)-4-((5-(3-(2,2-difluoroethyl)-2-methyl-3H-imidazo[4,5-b]pyridin-5-yl)-7H-pyrrolo[2,3-d]pyrimidin-2-yl)amino)-1-ethylcyclohexan-1-ol